FC=1C=C(C=CC1)CNC(O[C@H]1[C@H](NC[C@@H]1O)CC1=CC=C(C=C1)C1=CC=2C(=NON2)C=C1)=O (2R,3S,4S)-2-{[4-(2,1,3-benzoxadiazol-5-yl)phenyl]methyl}-4-hydroxypyrrolidin-3-yl N-[(3-fluorophenyl)methyl]carbamate